tert-butyl (R)-4-(5-(7-(4-bromo-3-(trifluoromethyl)benzoyl)-6-methyl-4-oxo-2-thioxo-1,4,5,6,7,8-hexahydropyrido[3,4-d]pyrimidin-3(2H)-yl)pyridin-2-yl)piperazine-1-carboxylate BrC1=C(C=C(C(=O)N2CC=3NC(N(C(C3C[C@H]2C)=O)C=2C=CC(=NC2)N2CCN(CC2)C(=O)OC(C)(C)C)=S)C=C1)C(F)(F)F